7,14-dihydroxy-docosatetraenoic acid OC(=CC=CC=CC(=O)O)C=CCCCCC(CCCCCCCC)O